BrC=1C=NC=C(C1)N1CC=CC1 3-bromo-5-(2,5-dihydro-1H-pyrrol-1-yl)pyridine